[Cl-].C[N+](CCCCCCCC)(CCCCCCCC)CCCCCCCC methyltri-n-octylammonium chloride